C(C1=CC=CC=C1)OC1=C(C=C(C=C1)F)N1C(C2([C@@H]1C1=C(C=C(C(=C1)F)Br)OC)CCOCC2)=O (3S)-2-[2-(benzyloxy)-5-fluorophenyl]-3-(4-bromo-5-fluoro-2-methoxyphenyl)-7-oxa-2-azaspiro[3.5]nonan-1-one